ClC1=C(C(=CC=C1Cl)O)[C@H]1CC2=C(N=CN(C2=O)CC)C1 (S)-6-(2,3-dichloro-6-hydroxyphenyl)-3-ethyl-3,5,6,7-tetrahydro-4H-cyclopenta[d]pyrimidin-4-one